4-((6-chloronaphthalen-2-yl)amino)-1H-1,2,3-triazole-5-carboxylic acid 2,2,2-trifluoroacetate FC(C(=O)O)(F)F.ClC=1C=C2C=CC(=CC2=CC1)NC=1N=NNC1C(=O)O